N-(4,6-dimethyl-2-pyrimidinyl)-4-[4,5,6,7-tetrahydro-2-(4-methoxy-3-methylphenyl)-5-(4-methyl-1-piperazinyl)-1H-indol-1-yl]-benzenesulfonamide (2E)-2-butenedioate C(\C=C\C(=O)O)(=O)O.CC1=NC(=NC(=C1)C)NS(=O)(=O)C1=CC=C(C=C1)N1C(=CC=2CC(CCC12)N1CCN(CC1)C)C1=CC(=C(C=C1)OC)C